C1(=CC(=CC=C1)COCCCCCCN1C[C@@H]([C@H]([C@@H]([C@H](C1)O)O)O)O)C1=CC=CC=C1 (3S,4R,5R,6S)-1-[6-(3-biphenylylmethoxy)hexyl]-3,4,5,6-azepanetetrol